(R)-3,5-dichloro-4-((1-((2,4-dimethyl-6-oxo-1,6-dihydropyrimidin-5-yl)-methyl)-4-(1-fluoroethyl)-6-oxo-1,6-dihydropyrimidin-5-yl)oxy)benzonitrile ClC=1C=C(C#N)C=C(C1OC1=C(N=CN(C1=O)CC1=C(N=C(NC1=O)C)C)[C@@H](C)F)Cl